3-(2-bromo-3,4-dimethoxyphenyl)-N-(3,4,5-trimethoxy-benzyl)-thioacrylamide BrC1=C(C=CC(=C1OC)OC)C=CC(=S)NCC1=CC(=C(C(=C1)OC)OC)OC